C(C1=CC=CC=C1)N1N=C(C(=C1)F)C(=O)N[C@@H]1C(N(C2=C(O[C@H]1C)C=CC=N2)C)=O 1-benzyl-N-((2S,3S)-2,5-dimethyl-4-oxo-2,3,4,5-tetrahydropyrido[3,2-b][1,4]oxazepin-3-yl)-4-fluoro-1H-pyrazole-3-carboxamide